FC=1C(=CC=C2C(=NC(=NC12)OC[C@]12CCCN2C[C@@H](C1)F)N1C[C@@](CCC1)(O)C)C1=C2C=NNC2=CC(=C1[C@@H]1[C@@H](C1)C)C (R)-1-((S)-8-Fluoro-2-(((2R,7aS)-2-fluorotetrahydro-1H-pyrrolizin-7a(5H)-yl)methoxy)-7-(6-methyl-5-((1S,2R)-2-methylcyclopropyl)-1H-indazol-4-yl)quinazolin-4-yl)-3-methylpiperidin-3-ol